5-bromo-1-butoxy-2,3-difluorobenzene BrC=1C=C(C(=C(C1)OCCCC)F)F